ClC1=C(C=CC(=C1)Cl)C(/C=C/C1=CC=C(C=C1)\C=C/1\C(N(C(S1)=O)CC1=CC=C(C(=O)O)C=C1)=O)=O 4-[[(5Z)-5-[[4-[(E)-3-(2,4-Dichlorophenyl)-3-oxoprop-1-enyl]phenyl]methylidene]-2,4-dioxo-1,3-thiazolidin-3-yl]methyl]benzoic acid